FC(C(=O)O)(F)F.FC(C)(F)C1=NC(=CC(=N1)NC1=CC(=NC=C1C1=NN2C(CNCC2)=C1)NC(C)=O)CC N-(4-((2-(1,1-difluoroethyl)-6-ethylpyrimidin-4-yl)amino)-5-(4,5,6,7-tetrahydropyrazolo[1,5-a]pyrazin-2-yl)pyridin-2-yl)acetamide trifluoroacetate